6-Chloro-N-(3-(furan-3-yl)-5-methoxyphenyl)quinolin-4-amine ClC=1C=C2C(=CC=NC2=CC1)NC1=CC(=CC(=C1)OC)C1=COC=C1